BrC=1C=C2CC(CC2=CC1)NC=1C=CC(=NC1)[C@@H](C(F)(F)F)N(C(=O)C1CCS(CC1)(=O)=O)C N-((1S)-1-(5-((5-bromo-2,3-dihydro-1H-inden-2-yl)amino)pyridin-2-yl)-2,2,2-trifluoroethyl)-N-methyltetrahydro-2H-thiopyran-4-carboxamide 1,1-dioxide